4-(benzyloxy)-2-((2R,3S,4S,5R)-3-(3,4-difluoro-2-methoxyphenyl)-4,5-dimethyl-5-(trifluoromethyl)tetrahydrofuran-2-yl)-6-methyl-5-vinylpyrimidine C(C1=CC=CC=C1)OC1=NC(=NC(=C1C=C)C)[C@@H]1O[C@]([C@H]([C@H]1C1=C(C(=C(C=C1)F)F)OC)C)(C(F)(F)F)C